CN1C(=NC2=C1C=C(C=C2C(=O)OC)B2OC(C(O2)(C)C)(C)C)C methyl 1,2-dimethyl-6-(4,4,5,5-tetramethyl-1,3,2-dioxaborolan-2-yl)-1H-benzo[d]imidazole-4-carboxylate